tert-Butyl trans-4-hydroxycyclohexane-1-carboxylate O[C@@H]1CC[C@H](CC1)C(=O)OC(C)(C)C